(7E)-7,9-dodecadienylacetate C(CCCCC\C=C\C=CCC)CC(=O)[O-]